COC(C(C)(C)C1=CC=C(C=C1)C=1N=C(C2=C(N1)CC[S@]2=O)NC2(CCC2)CO)=O.ClC=2SC(=CC2CCNN)Cl |r| [2-(2,5-dichlorothiophen-3-yl)ethyl]hydrazine methyl-(R/S)-2-(4-(4-((1-(hydroxymethyl)cyclobutyl)amino)-5-oxido-6,7-dihydrothieno[3,2-d]pyrimidin-2-yl)phenyl)-2-methylpropanoate